CC1=C(C=2N(C=C1C1=CC3=C(N(C(N3)=O)C3CCC(CC3)NC(C)C)C=C1C(C)C)N=CN2)C 5-(7,8-Dimethyl-[1,2,4]triazolo[1,5-a]pyridin-6-yl)-6-isopropyl-1-((1S,4S)-4-(isopropylamino)cyclohexyl)-1,3-dihydro-2H-benzo[d]imidazol-2-on